CC1=C(SC2=NCN(C=C21)[C@H](C)C2=CC=CC1=CC=CC=C21)C2=CC(=CC=C2)C(F)(F)F (R)-5-Methyl-3-(1-(naphthalen-1-yl)ethyl)-6-(3-(trifluoromethyl)phenyl)thieno[2,3-d]pyrimidine